FC1=C(C=CC(=C1)I)C(COC=1N(C(C(=CC1C(=O)N)C)=O)C)O (2-((2-fluoro-4-iodophenyl))2-hydroxyethoxy)-1,5-dimethyl-6-oxo-1,6-dihydropyridine-3-carboxamide